FC=1C=C(C=CC1OC)C1=CN=C2N1C=CN=C2NC2=CC(=C(C(=O)N(CC1COCC1)C)C=C2)C 4-((3-(3-fluoro-4-methoxyphenyl)imidazo[1,2-a]pyrazin-8-yl)amino)-N,2-dimethyl-N-((tetrahydrofuran-3-yl)methyl)benzamide